OC1=C(C(=O)C2=CC=C(C=C2)C(C2=C(C=CC=C2)O)=O)C=CC=C1 1,4-Bis(hydroxybenzoyl)benzol